tert-butyl 6-(2-{[7-(5-methyl-1,2,4-oxadiazol-3-yl) isoquinolin-1-yl] amino} ethyl)-5-oxo-5,6-dihydro-1,6-naphthyridine-3-carboxylate CC1=NC(=NO1)C1=CC=C2C=CN=C(C2=C1)NCCN1C(C=2C=C(C=NC2C=C1)C(=O)OC(C)(C)C)=O